3-(1-oxo-4-(propan-2-yn-1-yloxy)isoindol-2-yl)-1-((2-(trimethylsilyl)ethoxy)methyl)piperidine-2,6-dione O=C1N(CC2=C(C=CC=C12)OCC#C)C1C(N(C(CC1)=O)COCC[Si](C)(C)C)=O